2,4-diamino-1,5-benzenedithiol NC1=C(C=C(C(=C1)N)S)S